tert-butyl 4-(4-amino-2,3-difluoro-phenyl)-3,6-dihydro-2H-pyridine-1-carboxylate NC1=C(C(=C(C=C1)C=1CCN(CC1)C(=O)OC(C)(C)C)F)F